BrC1=C2C(=NC=C1)N(C=C2)C2=NC=CC=N2 4-bromo-1-(pyrimidin-2-yl)-1H-pyrrolo[2,3-b]pyridine